3,7-dimethyloct-5-en-ol CC(CCO)CC=CC(C)C